BrC=1C=NN(C1)C=1C(=CC=C2C(=CNC12)S(=O)(=O)NC=1C=NN(C1Cl)C(F)F)Cl 7-(4-bromo-1H-pyrazol-1-yl)-6-chloro-N-(5-chloro-1-(difluoromethyl)-1H-pyrazol-4-yl)-1H-indole-3-sulfonamide